(3-(2-hydroxyprop-2-yl)phenyl)boronic acid OC(C)(C)C=1C=C(C=CC1)B(O)O